N4-(5-chloro-2,3-difluoro-6-methoxy-phenyl)-6-(1-cyclopropylcyclopropyl)-1,3,5-triazine-2,4-diamine ClC=1C=C(C(=C(C1OC)NC1=NC(=NC(=N1)C1(CC1)C1CC1)N)F)F